F[C@H]1CN(CC[C@@H]1NC(=O)C1(CC1)CC1=CC(=CC=C1)C)C(=O)OC(C)(C)C tert-butyl (3S,4S)-3-fluoro-4-(1-(3-methylbenzyl)cyclopropane-1-carboxamido)piperidine-1-carboxylate